1-(2-aminothiazol-4-yl)-2-bromoethanone NC=1SC=C(N1)C(CBr)=O